4-{2-cyclopropyl-6-[6-({[(1R,2S)-2-hydroxycyclopentyl]amino}methyl)-1-oxo-3H-isoindol-2-yl]pyridin-4-yl}-3-(4-methyl-1,2,4-triazol-3-yl)benzonitrile C1(CC1)C1=NC(=CC(=C1)C1=C(C=C(C#N)C=C1)C1=NN=CN1C)N1C(C2=CC(=CC=C2C1)CN[C@H]1[C@H](CCC1)O)=O